(E)-N-((4'-(Dimethylamino)-[1,1'-biphenyl]-4-yl)methyl)-N-(3-(3-(methylamino)-3-oxoprop-1-en-1-yl)phenyl)cyclohexanecarboxamide CN(C1=CC=C(C=C1)C1=CC=C(C=C1)CN(C(=O)C1CCCCC1)C1=CC(=CC=C1)\C=C\C(=O)NC)C